2-(5-(2-((4-(trifluoromethyl)phenyl)amino)phenyl)-1,3,4-oxadiazol-2-yl)pyrrolidine-1-carbonitrile FC(C1=CC=C(C=C1)NC1=C(C=CC=C1)C1=NN=C(O1)C1N(CCC1)C#N)(F)F